Ethyl 2-(5-(2,3-dihydroxypropyl)-2-oxo-4-(trifluoromethyl) pyridin-1(2H)-yl)-4-fluoro-4-methylpentanoate OC(CC=1C(=CC(N(C1)C(C(=O)OCC)CC(C)(C)F)=O)C(F)(F)F)CO